FC1=C(C=O)C(=CC(=C1)C=1SC(=CC1)I)F 2,6-difluoro-4-(5-iodothiophen-2-yl)benzaldehyde